2-(1-(2,5-difluorophenyl)but-3-yn-1-yl)-7-fluoro-3-oxoisoindoline FC1=C(C=C(C=C1)F)C(CC#C)N1CC2=C(C=CC=C2C1=O)F